2-(4,4-difluorocyclohexyloxy)-4-methyl-1H-imidazole FC1(CCC(CC1)OC=1NC=C(N1)C)F